ClC=1C2=C(SC1C(C1=C(C=C(C=C1C)F)C)=O)C=C(C=C2)C(=O)OC methyl 3-chloro-2-(4-fluoro-2,6-dimethylbenzoyl)benzo[b]thiophene-6-carboxylate